N1(CCNCC1)CC(C)O 1-(piperazin-1-yl)propan-2-ol